n-Butylacetoacetat C(CCC)OC(CC(=O)C)=O